IC(C(OC=C)(F)F)(F)F 2-iodo-1,1,2,2-tetrafluoro-1-(vinyloxy)ethane